CN1C(=NN=C1)C1=C(C=CC(=C1)C#N)C1=CC(=CC=C1)N1C(C2=CC(=CC(=C2C1)C(F)(F)F)CN1C[C@H](CCC1)C)=O 2-(4-methyl-1,2,4-triazol-3-yl)-3'-(6-{[(3S)-3-methylpiperidin-1-yl]methyl}-1-oxo-4-(trifluoromethyl)-3H-isoindol-2-yl)-[1,1'-biphenyl]-4-carbonitrile